NC=1C=C(C=NC1)CN(C(OC(C)(C)C)=O)CC tertbutyl ((5-aminopyridin-3-yl)methyl)(ethyl)carbamate